ClC=1C=C2CC[C@@H](N(C2=CN1)S(=O)(=O)C=1C=CC(=C(C(=O)OC)C1)OCC1CCOCC1)C Methyl (S)-5-((6-chloro-2-methyl-3,4-dihydro-1,7-naphthyridin-1(2H)-yl)sulfonyl)-2-((tetrahydro-2H-pyran-4-yl)methoxy)benzoate